OC1(CCC(CC1)N1CCC(CC1)C(=O)N)C(F)(F)F [(1r,4r)-4-hydroxy-4-(trifluoromethyl)cyclohexyl]piperidine-4-carboxamide